isoindoline-1,3-dione difumarate C(\C=C\C(=O)O)(=O)O.C(\C=C\C(=O)O)(=O)O.C1(NC(C2=CC=CC=C12)=O)=O